O1C[C@@H](OC2=NC=CC=C21)C2=CC=C(CN1CCC(CC1)NC(COC)=O)C=C2 N-{1-[(S)-4-(2,3-Dihydro-[1,4]dioxino[2,3-b]pyridin-3-yl)-benzyl]-piperidin-4-yl}-2-methoxy-acetamide